N1(CCCC1)CC(=O)O 2-pyrrolidin-1-ylacetic acid